FC1CCC(CC1)C(=O)O 4-fluorocyclohexane-1-carboxylic acid